tetramethyl-9-oxo-3,5,8-trioxa-4-phosphaundec-10-en-1-aminium CC(C([NH3+])(C)C)(OPOCCOC(C=C)=O)C